BrC1=CC=C(C=C1)[C@H](C(F)(F)F)N(C(=O)C1CCC(CC1)N1C(C2=CC=CC=C2C1=O)=O)C (1r,4S)-N-((S)-1-(4-bromophenyl)-2,2,2-trifluoroethyl)-4-(1,3-dioxoisoindolin-2-yl)-N-methylcyclohexane-1-carboxamide